(3-oxo-3,4-dihydro-2H-benzo[b][1,4]oxazin-8-yl)isonicotinic acid O=C1NC2=C(OC1)C(=CC=C2)C2=C(C(=O)O)C=CN=C2